(2-(methylsulfonyl)-6-(trifluoromethyl)pyrimidin-4-yl)pyridin-2(1H)-one CS(=O)(=O)C1=NC(=CC(=N1)N1C(C=CC=C1)=O)C(F)(F)F